10-Methyl-12-(propan-2-yl)-12-azatricyclo[6.3.1.02,7]dodeca-2,4,6-triene hydrochloride Cl.CC1CC2C3=CC=CC=C3C(C1)N2C(C)C